BrC1=CN=C(C(=N1)C(=O)OC)OC(F)F methyl 6-bromo-3-(difluoromethoxy)pyrazine-2-carboxylate